tert-butyl 4-(4-methyl-3-((1-(2-methyl-7-(2-methyloxazol-5-yl)quinolin-5-yl)cyclopropyl)carbamoyl)phenyl)piperazine-1-carboxylate CC1=C(C=C(C=C1)N1CCN(CC1)C(=O)OC(C)(C)C)C(NC1(CC1)C1=C2C=CC(=NC2=CC(=C1)C1=CN=C(O1)C)C)=O